4-hydroxy-4'-methoxy-2,2'-bipyridyl OC1=CC(=NC=C1)C1=NC=CC(=C1)OC